N4-{4-[4-(methoxymethyl)-4-methylpiperidin-1-yl]-1-methyl-1H-indazol-5-yl}-N1,N1-dimethylbenzene-1,4-disulfonamide COCC1(CCN(CC1)C1=C2C=NN(C2=CC=C1NS(=O)(=O)C1=CC=C(C=C1)S(=O)(=O)N(C)C)C)C